FC1=C2NC(C(NC2=C(C=C1)NC)=S)(C)C 5-fluoro-3,3-dimethyl-8-(methylamino)-3,4-dihydroquinoxaline-2(1H)-thione